N[C@H](C)C=1C=C(C=C2C(N(C(=NC12)N1CC2=CC=CC=C2C1)C1(CC1)C)=O)C (R)-8-(1-aminoethyl)-2-(isoindolin-2-yl)-6-methyl-3-(1-methylcyclopropyl)quinazolin-4(3H)-one